C(C)(C)(C)CC(C)(C)OC(=O)N(C(=O)OC[C@@H]1CC[C@H](CC1)NC(=O)OC(C)(C)C)C1=NC=C(C=C1Cl)N trans-(N-Boc-4-aminocyclohexyl)methanol tert-butyl-N-(5-amino-3-chloropyridin-2-yl)-N-((tert-butoxy)carbonyl)carbamate